NC1=NC=C2C(=N1)N(C(N(C2=O)C=2C(=C(C=CC2F)NS(=O)(=O)C=2C(=NN(C2Cl)C)C)F)=O)C2CC2 N-(3-(7-amino-1-cyclopropyl-2,4-dioxo-1,4-dihydropyrimido[4,5-d]pyrimidin-3(2H)-yl)-2,4-difluorophenyl)-5-chloro-1,3-dimethyl-1H-pyrazole-4-sulfonamide